2-[(3-Chloro-5-fluoropyridin-2-yl)methyl]-8-methyl-4,5-dihydro-2H-furo[2,3-g]indazole-7-carboxylic acid ClC=1C(=NC=C(C1)F)CN1N=C2C3=C(CCC2=C1)OC(=C3C)C(=O)O